N2-(2-fluoro-4-(4-(trifluoromethyl)piperidin-1-yl)phenyl)spiro[3.3]heptane-2,6-diamine FC1=C(C=CC(=C1)N1CCC(CC1)C(F)(F)F)NC1CC2(C1)CC(C2)N